C1=CC=CC=2C3=CC=CC=C3C(C12)=NC(COCC#N)C1CCC1 2-(2-((9H-fluoren-9-ylidene)amino)-2-cyclobutylethoxy)acetonitrile